5-cyclopropyl-3-[[1-(3,3-difluoropropyl)-3-methyl-pyrazol-4-yl]amino]-6-(3-methylimidazo[4,5-c]pyridin-7-yl)pyrazine-2-carboxamide zirconium iso-butoxide CC(C)C[O-].[Zr+4].C1(CC1)C=1N=C(C(=NC1C=1C2=C(C=NC1)N(C=N2)C)C(=O)N)NC=2C(=NN(C2)CCC(F)F)C.CC(C)C[O-].CC(C)C[O-].CC(C)C[O-]